The molecule is an indole alkaloid that is canthin-6-one substituted by a methoxy group at position 4. Isolated from the whole plants of Drymaria diandra, it exhibits anti-HIV activity. It has a role as a metabolite and an anti-HIV agent. It is an indole alkaloid, an enol ether, an enone and an organic heterotetracyclic compound. It derives from a canthin-6-one. COC1=CC(=O)N2C3=CC=CC=C3C4=C2C1=NC=C4